(S)-5-chloro-N4-(2-(methylsulfonyl)phenyl)-N2-(7-(pyrrolidin-1-yl)-6,7,8,9-tetrahydro-5H-benzo[7]annulen-2-yl)pyrimidine-2,4-diamine ClC=1C(=NC(=NC1)NC=1C=CC2=C(CC[C@H](CC2)N2CCCC2)C1)NC1=C(C=CC=C1)S(=O)(=O)C